N-((3R,5S)-5-((1H-1,2,3-Triazol-1-yl)methyl)-1-cyanopyrrolidin-3-yl)-5-(5-cyano-2-cyclopropylphenyl)oxazole-2-carboxamide N1(N=NC=C1)C[C@@H]1C[C@H](CN1C#N)NC(=O)C=1OC(=CN1)C1=C(C=CC(=C1)C#N)C1CC1